N[C@@H]1CN(C[C@H](C1)C)C1=CC=C2C(C(=CN(C2=C1OC)C1CC1)C(=O)[O-])=O 7-[(3S,5S)-3-amino-5-methyl-piperidin-1-yl]-1-cyclopropyl-8-methoxy-4-oxo-1,4-dihydroquinoline-3-carboxylate